lithium l-carnitine glutamate N[C@@H](CCC(=O)[O-])C(=O)[O-].O[C@@H](C[N+](C)(C)C)CC([O-])=O.[Li+].[Li+]